C(C1=CC=CC=C1)N1C(=NN=C1CN1CCCC1)SC1=C(C=CC=C1F)F 4-[[4-Benzyl-5-(pyrrolidin-1-ylmethyl)-1,2,4-triazol-3-yl]sulfanyl]-3,5-difluorobenzol